C(CCC)C(COCCOCCO)CCCCC 2-(2-((2-butylheptyl)oxy)ethoxy)ethan-1-ol